1-(4-(3-(6-methoxypyridin-3-yl)-1-tosyl-1H-pyrrolo[2,3-b]pyridin-5-yl)phenyl)piperidin-4-one COC1=CC=C(C=N1)C1=CN(C2=NC=C(C=C21)C2=CC=C(C=C2)N2CCC(CC2)=O)S(=O)(=O)C2=CC=C(C)C=C2